N-(3-chloro-4-methoxyphenyl)-4-(4-fluoro-2-oxo-2,3-dihydro-1H-1,3-benzodiazol-1-yl)piperidine-1-carboxamide ClC=1C=C(C=CC1OC)NC(=O)N1CCC(CC1)N1C(NC2=C1C=CC=C2F)=O